BrC=1C=CC=2C(=C(SN2)C(C)C)C1 5-bromo-3-isopropyl-2,1-benzothiazole